FC(S(=O)(=O)OC1=CC2=C(N(C(N2C)=O)C)C(=C1)C1CCOCC1)(F)F 1,3-Dimethyl-2-oxo-7-(tetrahydro-2H-pyran-4-yl)-2,3-dihydro-1H-benzo[d]imidazol-5-yl trifluoromethanesulfonate